N-((4-chlorophenyl)carbamoyl)-2-methylbenzimidazole ClC1=CC=C(C=C1)NC(=O)N1C(=NC2=C1C=CC=C2)C